FC1=CC2=C(C(=N[C@@H](C(N2C)=O)NC([C@@H]([C@@H](C(=O)N)CCC(F)(F)F)CCC(F)(F)F)=O)C2=CC=CC=C2)C=C1 (2R,3S)-N-((3S)-8-fluoro-1-methyl-2-oxo-5-phenyl-2,3-dihydro-1H-1,4-benzodiazepin-3-yl)-2,3-bis(3,3,3-trifluoropropyl)succinamide